2-chloro-N-methyl-4-((6-nitro-1H-indol-3-yl)methyl)aniline ClC1=C(NC)C=CC(=C1)CC1=CNC2=CC(=CC=C12)[N+](=O)[O-]